diethanolamine diboronate B(O)OBO.N(CCO)CCO